(R or S)-2-(4-((R or S)-1-(((R)-((R)-8-cyano-1,2,3,4-tetrahydroquinoxalin-2-yl)(phenyl)methyl)amino)propan-2-yl)phenyl)propanoic acid C(#N)C=1C=CC=C2NC[C@@H](NC12)[C@@H](C1=CC=CC=C1)NC[C@H](C)C1=CC=C(C=C1)[C@H](C(=O)O)C |o1:21,29|